ClC=1C=CC(=C(C(=O)NC2=CC=C3C=CC(=NC3=C2)C)C1)O 5-chloro-2-hydroxy-N-(2-methylquinolin-7-yl)benzamide